6-(p-tolyl)-2-methyl-2-heptenol C1(=CC=C(C=C1)C(CCC=C(CO)C)C)C